2-(2-bromo-5-cyanophenyl)-1H-imidazole-4-carbonitrile BrC1=C(C=C(C=C1)C#N)C=1NC=C(N1)C#N